6-cyano-N-(6-methoxy-1-methylindazol-7-yl)pyridine-3-sulfonamide C(#N)C1=CC=C(C=N1)S(=O)(=O)NC=1C(=CC=C2C=NN(C12)C)OC